L-arginine-d7 N([C@@](C(C(CNC(N)=N)([2H])[2H])([2H])[2H])(C(=O)O)[2H])([2H])[2H]